(S)-5-(2-chloro-4-ethoxy-7-((2-(trimethylsilyl)ethoxy)methyl)-7H-pyrrolo[2,3-d]pyrimidin-5-yl)-2-(1-cyclopropylethyl)-7-(difluoromethoxy)isoindolin-1-one ClC=1N=C(C2=C(N1)N(C=C2C=2C=C1CN(C(C1=C(C2)OC(F)F)=O)[C@@H](C)C2CC2)COCC[Si](C)(C)C)OCC